C(#C)C1(CC2(CC2)C1)P(OCC)(OCC)=O diethyl (5-ethynylspiro[2.3]hexan-5-yl)phosphonate